1-(piperazin-1-yl)-5-(1H-pyrazol-4-yl)phthalazine N1(CCNCC1)C1=NN=CC2=C(C=CC=C12)C=1C=NNC1